(S)-quinuclidin-3-yl (5-(3-chlorophenyl)-2,3-dihydro-1H-inden-1-yl)carbamat ClC=1C=C(C=CC1)C=1C=C2CCC(C2=CC1)NC(O[C@@H]1CN2CCC1CC2)=O